[(octanoyloxy)methyl]propyl octanoate C(CCCCCCC)(=O)OCCCCOC(CCCCCCC)=O